pyrrolidin-1-ium bromide [Br-].[NH2+]1CCCC1